5-(7-bromo-6-chloro-2,8-difluoroquinazolin-4-yl)-N,N-dimethyl-5,6,7,8-tetrahydropyrazolo[4,3-c]azepine-2(4H)-carboxamide BrC1=C(C=C2C(=NC(=NC2=C1F)F)N1CC=2C(CCC1)=NN(C2)C(=O)N(C)C)Cl